2-fluoro-6-[(4-chlorobenzyl)amino]-9-(oxetan-2-yl)-9H-purine FC1=NC(=C2N=CN(C2=N1)C1OCC1)NCC1=CC=C(C=C1)Cl